FC1=CC(=C(C=C1C=1N=C(SC1)C(=O)N1CCOCC1)NC(=O)C1=CNC(C=C1C(F)(F)F)=O)N1C[C@H](N([C@H](C1)C)C)C N-[4-fluoro-5-[2-(morpholine-4-carbonyl)-1,3-thiazol-4-yl]-2-[(3R,5S)-3,4,5-trimethylpiperazin-1-yl]phenyl]-6-oxo-4-(trifluoromethyl)-1H-pyridine-3-carboxamide